2-amino-5-((2R,4S)-2-(2,5-difluorophenyl)-4-fluoropyrrolidine-1-yl)pyrazolo[1,5-a]pyrimidine-3-carboxamide NC1=NN2C(N=C(C=C2)N2[C@H](C[C@@H](C2)F)C2=C(C=CC(=C2)F)F)=C1C(=O)N